ClC1=C(C=CC=C1)[C@H]1[C@H](CN(C1)CC(F)(F)F)C(=O)OCC Ethyl (3R,4R)-4-(2-chlorophenyl)-1-(2,2,2-trifluoroethyl)pyrrolidine-3-carboxylate